4-((3aR,6aS)-5-(4-(2-(2-aminopyridin-3-yl)-5-(4-fluorophenyl)-3H-imidazo[4,5-b]pyridin-3-yl)benzyl)hexahydropyrrolo[3,4-c]pyrrol-2(1H)-yl)pyrimidine-2-carbonitrile NC1=NC=CC=C1C1=NC=2C(=NC(=CC2)C2=CC=C(C=C2)F)N1C1=CC=C(CN2C[C@@H]3[C@H](C2)CN(C3)C3=NC(=NC=C3)C#N)C=C1